C(C)(C)(C)[Si](OC(C(=O)O)C)(C)C 2-((tert-butyldimethylsilaneYl)oxy)propionic acid